CC1CC(C1)(C1=NN=CN1C)C=1C=C(C=CC1)NC(=O)C1=CC(=C2C(=N1)C=CN2)CNCC(C)(C)C N-(3-((1s,3s)-3-methyl-1-(4-methyl-4H-1,2,4-triazol-3-yl)cyclobutyl)phenyl)-7-((neopentylamino)methyl)-1H-pyrrolo[3,2-b]pyridine-5-carboxamide